[Cl-].C1(=CC=CC=C1)[Zn](C1=CC=CC=C1)(C1=CC=CC=C1)C1=CC=CC=C1.[Ni+2].[Cl-] nickel tetraphenyl-zinc chloride